3-(1'-methyl-2'-oxospiro[cyclohexane-1,3'-indol]-4-yl)-1-(tetrahydro-2H-pyran-2-yl)-1H-pyrazole-4-carbaldehyde CN1C(C2(C3=CC=CC=C13)CCC(CC2)C2=NN(C=C2C=O)C2OCCCC2)=O